C(C1=CC=CC=C1)OC(=O)NC1=C(C=C(C=C1)C1CN(CC1)C(=O)OC(C)(C)C)CC tert-butyl 3-(4-(((benzyloxy)carbonyl)amino)-3-ethylphenyl)pyrrolidine-1-carboxylate